ClC=1C(=NN(C1)CCC)C=O 4-CHLORO-1-PROPYL-1H-PYRAZOLE-3-CARBALDEHYDE